ClC1OCCC12OC(C=1C=NC=CC12)=O 2-chloro-4,5-dihydro-2H,3'H-spiro[furan-3,1'-furo[3,4-c]pyridin]-3'-one